S-ethyl 1-{[(4,5-dichloro-3-methyl-2-thienyl)carbonyl]amino}cyclopropanecarbothioate ClC=1C(=C(SC1Cl)C(=O)NC1(CC1)C(SCC)=O)C